N-[3-(4-Chlorophenyl)-1-(4-cyanophenyl)-1H-pyrazol-5-yl]acetamide ClC1=CC=C(C=C1)C1=NN(C(=C1)NC(C)=O)C1=CC=C(C=C1)C#N